COC(=O)C=1OC(=CN1)C 5-methyl-1,3-oxazole-2-carboxylic acid methyl ester